6-bromo-3-((2,3-dihydro-1H-inden-4-yl)methyl)-2-methoxyquinoline BrC=1C=C2C=C(C(=NC2=CC1)OC)CC1=C2CCCC2=CC=C1